1,5-diethyl-9,10-bis(n-pentyloxycarbonyloxy)anthracene C(C)C1=CC=CC2=C(C3=C(C=CC=C3C(=C12)OC(=O)OCCCCC)CC)OC(=O)OCCCCC